2-[2-(aminomethyl)-5-(trifluoromethyl)phenyl]Sulfanyl-benzaldehyde NCC1=C(C=C(C=C1)C(F)(F)F)SC1=C(C=O)C=CC=C1